2-(4-chlorophenoxy)-N-(4-((5-ethyl-[1,2,4]triazolo[1,5-a]pyrimidin-7-yl)thio)phenyl)acetamide ClC1=CC=C(OCC(=O)NC2=CC=C(C=C2)SC2=CC(=NC=3N2N=CN3)CC)C=C1